ClC1=CC2=C(N(C(N2C2CCN(CC2)CC2=CC=C(C=C2)OC(F)(F)F)=O)CCN2CCOCC2)C=C1Cl 5,6-dichloro-1-(2-morpholinoethyl)-3-(1-(4-(trifluoromethoxy)benzyl)piperidin-4-yl)-1,3-dihydro-2H-benzo[d]imidazol-2-one